((di-tert-butoxyphosphoryl)oxy)methyl methyl(2-(methylamino)ethyl)carbamate CN(C(OCOP(=O)(OC(C)(C)C)OC(C)(C)C)=O)CCNC